(2R,4R)-tert-butyl 4-((2,7-dichloro-8-fluoropyrido[4,3-d]pyrimidin-4-yl)(methyl)amino)-2-methylpyrrolidine-1-carboxylate ClC=1N=C(C2=C(N1)C(=C(N=C2)Cl)F)N([C@@H]2C[C@H](N(C2)C(=O)OC(C)(C)C)C)C